benzyl (2S,3R)-1-[tert-butyl(dimethyl)silyl]-3-[(3-chlorooxiran-2-yl)methyl]-4-oxoazetidine-2-carboxylate [Si](C)(C)(C(C)(C)C)N1[C@@H]([C@H](C1=O)CC1OC1Cl)C(=O)OCC1=CC=CC=C1